C1=C(C=CC2=CC=CC=C12)C(=O)NC=1SC2=C(N1)C=CC(=C2)C(=O)O 2-(2-naphthamido)benzo[d]thiazole-6-carboxylic acid